menthyl-2-methyl-1,2-propanediol C1(CC(C(CC1)C(C)C)C(C(C)(O)C)O)C